Tert-butyl 3-((4-((S)-2-(2-hydroxyphenyl)-5,6,6a,7,9,10-hexahydro-8H-pyrazino[1',2':4,5]pyrazino[2,3-c]pyridazin-8-yl)-[1,4'-bipiperidin]-1'-yl)methyl)piperidine-1-carboxylate OC1=C(C=CC=C1)C=1C=C2C(=NN1)NC[C@@H]1N2CCN(C1)C1CCN(CC1)C1CCN(CC1)CC1CN(CCC1)C(=O)OC(C)(C)C